ClC=1C=C(C=C(C1)Cl)N1C[C@@H](NCC1)C (3S)-1-(3,5-dichlorophenyl)-3-methyl-piperazine